4,5,6,7,8,9-hexahydro-2H-5,9-epiminocycloocta[c]pyrazol N=1NC=C2C1C1CCCC(C2)N1